C(#N)C1=CC=C(C=C1)C1=CN=C2SC(=NN21)C2=CC=C(C(=O)OCCN1CCCC1)C=C2 2-(pyrrolidin-1-yl)ethyl 4-(5-(4-cyanophenyl)imidazo[2,1-b][1,3,4]thiadiazol-2-yl)benzoate